4-(6-aminopyridine-3-yl)piperidine-1-formic acid tert-butyl ester C(C)(C)(C)OC(=O)N1CCC(CC1)C=1C=NC(=CC1)N